cetyltrimethyl-p-toluenesulfonic acid C(CCCCCCCCCCCCCCC)C1=C(C(C)(C)C)C=CC(=C1)S(=O)(=O)O